C(C=C)(=O)NC1=CC=CC=C1 acrylic anilide